N-[5-[5-[[1-(cyclopropylamino)cyclobutyl]methoxy]-2-methyl-4-pyridyl]pyrazolo[1,5-a]pyridin-2-yl]cyclopropanecarboxamide C1(CC1)NC1(CCC1)COC=1C(=CC(=NC1)C)C1=CC=2N(C=C1)N=C(C2)NC(=O)C2CC2